ethyl (3-(pyrrolidin-1-yl) propyl)-2,5-dihydro-1H-imidazole-2-carboxylate N1(CCCC1)CCCN1C(N=CC1)C(=O)OCC